(2R,6S)-2-cyclopropyl-4-(p-toluenesulfonyl)-6-(1H-pyrazol-4-yl)morpholine tert-butyl-N-[2-cyano-4-(methylcarbamoyl)phenyl]-N-(prop-2-yn-1-yl)carbamate C(C)(C)(C)OC(N(CC#C)C1=C(C=C(C=C1)C(NC)=O)C#N)=O.C1(CC1)[C@@H]1CN(C[C@@H](O1)C=1C=NNC1)S(=O)(=O)C1=CC=C(C)C=C1